Cbz-hexylamine C(=O)(OCC1=CC=CC=C1)NCCCCCC